C(C)C1=C(NC2=CC=C(C=C12)OC1CCNCC1)C1=CC(=NC=C1)C 3-ethyl-2-(2-methylpyridin-4-yl)-5-(piperidin-4-yloxy)-1H-indole